ClC=1C(=CC(=C(C1)[C@H](NS(=O)C(C)(C)C)C1CCN(CC1)C(=O)[C@@H]1OC(OC1)(C)C)OCC=C)C(F)(F)F N-[(R)-[5-chloro-2-(prop-2-en-1-yloxy)-4-(trifluoromethyl)phenyl]([1-[(4R)-2,2-dimethyl-1,3-dioxolane-4-carbonyl]piperidin-4-yl])methyl]-2-methylpropane-2-sulfinamide